[18F]-Fluoroethylcholin [18F]CCOCC[N+](C)(C)C